4-(4-((1R,5S)-3,8-diazabicyclo[3.2.1]octan-3-yl)-8-fluoro-2-((2-methyl-2-azabicyclo[2.2.1]heptan-1-yl)methoxy)pyrido[4,3-d]pyrimidin-7-yl)-5-ethynyl-6-fluoronaphthalen-2-ol [C@H]12CN(C[C@H](CC1)N2)C=2C1=C(N=C(N2)OCC23N(CC(CC2)C3)C)C(=C(N=C1)C1=CC(=CC3=CC=C(C(=C13)C#C)F)O)F